dimethyl (5'R)-5'-hydroxy-5',7',9'-trimethyl-4'-oxo-4',5'-dihydro-1'H-spiro[cyclopropane-1,6'-[1,3a]ethenoindene]-2',3'-dicarboxylate O[C@]1(C(C23C(=C(C(C2=C(C12CC2)C)C(=C3)C)C(=O)OC)C(=O)OC)=O)C